C[C@H]1O[C@H](CN(C1)C1CN(C1)CC1=CC=C(CNC2=C3C(N(C(=NC3=CC=C2)C)C2C(NC(CC2)=O)=O)=O)C=C1)C 3-(5-((4-((3-((2R,6S)-2,6-dimethylmorpholino)azetidin-1-yl)methyl)benzyl)amino)-2-methyl-4-oxoquinazolin-3(4H)-yl)piperidine-2,6-dione